C(C)C1=NN(C=2CN(C(CC21)=O)C)C=2C=CC=C1C=C(N=CC21)C=2C=CC(=NC2)C(=O)O 5-(8-(3-Ethyl-6-methyl-5-oxo-4,5,6,7-tetrahydro-1H-pyrazolo[3,4-c]pyridin-1-yl)isoquinolin-3-yl)picolinic acid